Cl.N[C@@H]1CC[C@H](OC1)C(COC1(CCC1)OC(F)(F)F)O 1-((2S,5R)-5-aminotetrahydro-2H-pyran-2-yl)-2-(3-cis-(trifluoromethoxy)cyclobutoxy)ethanol HCl Salt